COC1=C(C=CC(=C1OC)OC)C(C)=O 2',3',4'-trimethoxyacetophenone